FC1=C(N=CC2=C1N=C(N=C2N2CCOCCC2)OC[C@]21CCCN1C[C@@H](C2)F)C2=CNC1=CC=CC=C21 4-(8-fluoro-2-(((2R,7aS)-2-fluorotetrahydro-1H-pyrrolizin-7a(5H)-yl)methoxy)-7-(1H-indol-3-yl)pyrido[4,3-d]pyrimidin-4-yl)-1,4-oxazepane